(2R,6S)-6-(tert-Butoxycarbonyl)amino-6-(4-chloropyridin-2-yl)-2-methylhexanoic acid C(C)(C)(C)OC(=O)N[C@@H](CCC[C@H](C(=O)O)C)C1=NC=CC(=C1)Cl